C1(CCCCC1)P(C1CCCCC1)C1=C(C(=CC=C1)C(C)C)C1=C(C=C(C=C1)C(C)C)C(C)C dicyclohexylphosphino-2',4',6-tri-i-propyl-1,1'-biphenyl